4-bromo-5-iodo-N,N-bis[(4-methoxyphenyl)methyl]-6-methyl-pyridin-2-amine BrC1=CC(=NC(=C1I)C)N(CC1=CC=C(C=C1)OC)CC1=CC=C(C=C1)OC